OC=1C(=C(C=C2C=C(C=C(C12)S(=O)(=O)O)S(=O)(=O)O)S(=O)(=O)O)N=NC1=CC=C(C=C1)C=CC(C1=CC=CC=C1)=O 8-Hydroxy-7-[[4-(3-oxo-3-phenylprop-1-enyl)phenyl]diazenyl]naphthalene-1,3,6-trisulfonic acid